ethyl 2-[4-(5-ethyl-1H-1,2,4-triazol-3-yl)piperidin-1-yl]-6-azaspiro[3.4]octane-6-carboxylate C(C)C1=NC(=NN1)C1CCN(CC1)C1CC2(C1)CN(CC2)C(=O)OCC